1-(2-(9-(6-(bis(4-methoxybenzyl)amino)-4-methyl-3-(trifluoromethyl)pyridin-2-yl)-8-chloro-5,6-dihydro-[1,4]oxazepino[5,6,7-de]quinazolin-4-yl)ethyl)pyridin-2(1H)-one COC1=CC=C(CN(C2=CC(=C(C(=N2)C=2C(=C3C=4C(=NC=NC4C2)N(CCO3)CCN3C(C=CC=C3)=O)Cl)C(F)(F)F)C)CC3=CC=C(C=C3)OC)C=C1